dihexyl-((2,3-dihydroxypropyl)aminomethyl-carboxamide) glutamate N[C@@H](CCC(=O)O)C(=O)O.C(CCCCC)N(C(=O)CNCC(CO)O)CCCCCC